(2R)-6-chloro-N-[3-(4-{methyl[(2R)-1-(trifluoromethoxy)propan-2-yl]amino}-1H-pyrazol-1-yl)bicyclo[1.1.1]pentan-1-yl]-4-oxo-3,4-dihydro-2H-1-benzopyran-2-carboxamide ClC=1C=CC2=C(C(C[C@@H](O2)C(=O)NC23CC(C2)(C3)N3N=CC(=C3)N([C@@H](COC(F)(F)F)C)C)=O)C1